CC1=C(C(=C(C=C1)C(=O)N)C)C Methylxylamide